CC1=NOC(=N1)C1=CC=C2C(=CNC2=C1)C1=NC(=NC=C1C(F)(F)F)N[C@@H]1CNCCC1 4-[6-(3-methyl-1,2,4-oxadiazol-5-yl)-1H-indol-3-yl]-N-[(3S)-3-piperidyl]-5-(trifluoromethyl)pyrimidin-2-amine